4-(4-benzoyl-3-hydroxyphenoxy)heptyl-(5-isocyano-2-methylphenyl)glycine C(C1=CC=CC=C1)(=O)C1=C(C=C(OC(CCCN(CC(=O)O)C2=C(C=CC(=C2)[N+]#[C-])C)CCC)C=C1)O